C(C)(C)(C)OC(=O)N1[C@@H](C[C@H](C1)OCCCOC1OCCCC1)C(N(C)C)=S.Cl.OCCCO[C@@H]1C[C@H](NC1)C(N(C)C)=S (2S,4R)-4-(3-hydroxypropoxy)-N,N-dimethylpyrrolidine-2-carbothioamide hydrochloride Tert-butyl-(2S,4R)-2-(dimethylcarbamothioyl)-4-[3-(oxan-2-yloxy)propoxy]pyrrolidine-1-carboxylate